FC(OC=1C=C(C(=O)NC=2C=CC3=C(C(=CO3)C3=CCN4CCCC4C3)C2)C=CC1)(F)F 5-(3-trifluoromethoxybenzoyl)amino-3-(1,2,3,4,5,8-hexahydroindolizin-7-yl)-benzofuran